COC(=O)C1=CC=CC(=N1)CNCCN N'-[6-(methoxycarbonyl)pyridin-2-yl]Methyl-1,2-diaminoethane